CC1CC2NC2CC1 3-methyl-7-azabicyclo[4.1.0]heptane